cobalt nickel tungsten molybdenum [Mo].[W].[Ni].[Co]